7-((1r,4r)-4-(2-fluoro-6-(trifluoromethyl)phenyl)cyclohexyl)-3-methylpyrido[2,3-b]pyrazin-6(5H)-one FC1=C(C(=CC=C1)C(F)(F)F)C1CCC(CC1)C1=CC=2C(=NC(=CN2)C)NC1=O